ClC1=C(C=CC(=C1)F)[C@@H](C)NC(=O)[C@]1(C=2C=CC=NC2[C@]2(CC1)OC2)F (2S,5'S)-N-((R)-1-(2-chloro-4-fluorophenyl)ethyl)-5'-fluoro-6',7'-dihydro-5'H-spiro[oxirane-2,8'-quinoline]-5'-carboxamide